C[Si](C1C(=C(C2=C(C(=C(C(=C12)C)C)C)C1=CC=C(C=C1)C(C)(C)C)C)C)(C1C=CC=C1)C dimethyltetramethylcyclopentadienyl-2-methyl-4-(4'-tert-butylphenyl)indenyl-silane